5-Amino-1-butyl-3-((1s,4s)-4-((5,5-dimethyl-2,4-dioxoimidazolidin-1-yl)methyl)cyclohexyl)pyrido[4,3-d]pyrimidine-2,4(1H,3H)-dione NC1=NC=CC=2N(C(N(C(C21)=O)C2CCC(CC2)CN2C(NC(C2(C)C)=O)=O)=O)CCCC